2-(1-(2-chloro-4-((2,6-dioxopiperidin-3-yl)amino)phenyl)-4-hydroxypiperidin-4-yl)acetic acid ClC1=C(C=CC(=C1)NC1C(NC(CC1)=O)=O)N1CCC(CC1)(O)CC(=O)O